BrC1=C2C=NN(C2=C(C=C1)F)COCC[Si](C)(C)C 4-bromo-7-fluoro-1-((2-(trimethylsilyl)ethoxy)methyl)-1H-indazole